glyceryl farnesylacetate C(C=C(C)CCC=C(C)CCC=C(C)C)CC(=O)OCC(O)CO